C(CCCCCCCCCCC)[NH2]=O lauryl-amine oxide